[4-[(1S)-4-amino-3-(difluoromethyl)pyrazol-1-yl]cyclohexyl]methanol Methyl-((2-(((R)-6-hydroxyhexan-2-yl)oxy)-6-methylpyridin-3-yl)sulfonyl)-L-alaninate CN([C@@H](C)C(=O)OCC1CCC(CC1)N1N=C(C(=C1)N)C(F)F)S(=O)(=O)C=1C(=NC(=CC1)C)O[C@H](C)CCCCO